C(C)(C)(C)C1N(CCC(C1)C=1SC(=C(C1)Cl)C(NC=1C=C(C=2N(C1)C=C(N2)C)F)=O)C(=O)OC(C)C2=NC1=C(N2CC)CCCC1 (1-ethyl-4,5,6,7-tetrahydro-1H-benzo[d]imidazol-2-yl)ethan-1-ol Tert-butyl-4-[4-chloro-5-([8-fluoro-2-methylimidazo[1,2-a]pyridin-6-yl]carbamoyl)thiophen-2-yl]piperidine-1-carboxylate